C(CCCCCCC)OC(CCCCCCCCC/C=C/CCO)OCCCCCCCC (3E)-14,14-dioctyloxy-3-tetradecen-1-ol